N[C@@H](C(=O)O)[C@@H](C1=CNC2=CC=CC=C12)C1CC1 (2R,3R)-2-amino-3-cyclopropyl-3-(1H-indol-3-yl)propanoic acid